NC1=NN2C(C=C(C=C2)C=2C(=NC(=C(C(=O)NCC3=C(C=CC=C3OCC(F)(F)F)F)C2)OC)C)=N1 5-(2-amino-[1,2,4]triazolo[1,5-a]pyridin-7-yl)-N-(2-fluoro-6-(2,2,2-trifluoroethoxy)benzyl)-2-methoxy-6-methylnicotinamide